ClC=1C=C(C(=NC1)OC(F)F)C1=NN=C(N1C)C1=CC(=CC=C1)OC(F)F 5-chloro-2-(difluoromethoxy)-3-(5-(3-(difluoromethoxy)phenyl)-4-methyl-4H-1,2,4-triazol-3-yl)pyridine